(RS)-(4-Pyrrolidin-3-yl-phenyl)-carbamic acid (RS)-1-(4-chloro-phenyl)-2,2,2-trifluoro-ethyl ester ClC1=CC=C(C=C1)[C@H](C(F)(F)F)OC(NC1=CC=C(C=C1)[C@@H]1CNCC1)=O |r|